tert-butyl (2R,3S,4S)-4-[(tert-butoxycarbonyl)oxy]-3-{[2-(3,3-difluorocyclobutyl)acetyl]oxy}-2-[(4-methoxyphenyl)methyl]pyrrolidine-1-carboxylate C(C)(C)(C)OC(=O)O[C@@H]1[C@H]([C@H](N(C1)C(=O)OC(C)(C)C)CC1=CC=C(C=C1)OC)OC(CC1CC(C1)(F)F)=O